CC(C)(C)[O-].[Al+3].[Li+].CC(C)(C)[O-].CC(C)(C)[O-].CC(C)(C)[O-] Lithium aluminum tert-butoxide